3-(1-((3,3-difluorocyclobutyl)methyl)-1H-pyrazol-4-yl)-6-((2-methyl-1H-benzo[d]imidazol-6-yl)oxy)quinoxalin-5-amine FC1(CC(C1)CN1N=CC(=C1)C=1C=NC=2C=CC(=C(C2N1)N)OC=1C=CC2=C(NC(=N2)C)C1)F